hydroxy-4-((3-(2-propionamidoethyl)-1H-indol-1-yl)methyl)-benzamide OC1=C(C(=O)N)C=CC(=C1)CN1C=C(C2=CC=CC=C12)CCNC(CC)=O